2-(4-(1-bromopropyl)phenyl)-1-isopropyl-4-(trifluoromethyl)-1H-imidazole BrC(CC)C1=CC=C(C=C1)C=1N(C=C(N1)C(F)(F)F)C(C)C